[B].[Zn] zinc-boron